O1N=CC2=C1C=C(C=C2)C(=O)N benzo[d]isoxazol-6-carboxamide